FC(C1=NC(=NO1)C1=CC=C(C=C1)N1C=C(C=C1)C(=O)O)(F)F 1-(4-(5-(trifluoromethyl)-1,2,4-oxadiazol-3-yl)phenyl)-1H-pyrrole-3-carboxylic acid